BrCC1=CC(=NC2=C(C=CN=C12)OC1CC(C1)OC)Cl 4-(bromomethyl)-2-chloro-8-((1s,3s)-3-methoxycyclobutoxy)-1,5-naphthyridine